ClC1=CC=C(C=C1)C=1C=C(C(N(N1)C=1C=NN(C1)C)=O)C(=O)N[C@H](C(F)(F)F)CO 6-(4-chlorophenyl)-2-(1-methyl-1H-pyrazol-4-yl)-3-oxo-N-[(2S)-1,1,1-trifluoro-3-hydroxypropan-2-yl]-2,3-dihydropyridazine-4-carboxamide